(7R,14R)-11-(2-(2-aminopropan-2-yl)pyrimidin-5-yl)-1-ethynyl-6-(methyl-d3)-6,7-dihydro-7,14-methanobenzo[f]benzo[4,5]imidazo[1,2-a][1,4]diazocin-5(14H)-one NC(C)(C)C1=NC=C(C=N1)C1=CC2=C(N=C3N2[C@H]2C4=C(C(N([C@@H]3C2)C([2H])([2H])[2H])=O)C=CC=C4C#C)C=C1